tert-butyl ((1r,4r)-4-((3-(((4,6-dimethyl-2-oxo-1,2-dihydropyridin-3-yl)methyl)-carbamoyl)-2-methyl-5-(6-(morpholinomethyl)pyridin-3-yl)phenyl)(methyl)-amino)cyclohexyl)carbamate CC1=C(C(NC(=C1)C)=O)CNC(=O)C=1C(=C(C=C(C1)C=1C=NC(=CC1)CN1CCOCC1)N(C1CCC(CC1)NC(OC(C)(C)C)=O)C)C